N1(CCCC2=NC=CC=C12)C1=NN(C2=NC(=CN=C21)N2CCC1(CC2)[C@@H](C2=CC=CC=C2C1)NC(OC(C)(C)C)=O)C1OCCCC1 tert-butyl ((1S)-1'-(3-(3,4-dihydro-1,5-naphthyridin-1(2H)-yl)-1-(tetrahydro-2H-pyran-2-yl)-1H-pyrazolo[3,4-b]pyrazin-6-yl)-1,3-dihydrospiro[indene-2,4'-piperidin]-1-yl)carbamate